2-(3,5-difluoro-4-(2-(2-methoxyethoxy)propan-2-yl)phenyl)-3,5,7,8-tetrahydro-4H-thiopyrano[4,3-d]pyrimidin-4-one FC=1C=C(C=C(C1C(C)(C)OCCOC)F)C=1NC(C2=C(N1)CCSC2)=O